9-(6-chlorodibenzo[b,d]furan-1-yl)-9H-carbazole ClC1=CC=CC=2C3=C(OC21)C=CC=C3N3C2=CC=CC=C2C=2C=CC=CC32